C(C)(C)(C)OC(=O)NC(C(=O)O)CC1=CNC2=C(C=CC=C12)C1=CC=CC=C1 (tert-butoxycarbonylamino)-3-(7-phenyl-1H-indol-3-yl)propanoic acid